4-(4-((1R,5S)-8-((3-(dimethylamino)propyl)sulfonyl)-3,8-diazabicyclo[3.2.1]octan-3-yl)-8-fluoro-2-(((S)-1-methylpyrrolidin-2-yl)methoxy)quinazolin-7-yl)naphthalen-2-ol CN(CCCS(=O)(=O)N1[C@H]2CN(C[C@@H]1CC2)C2=NC(=NC1=C(C(=CC=C21)C2=CC(=CC1=CC=CC=C21)O)F)OC[C@H]2N(CCC2)C)C